N-(3-chloro-4-fluorobenzyl)-3-(pyridin-4-yl)-1,7-dihydroimidazo[4,5-f]indazole-6-carboxamide ClC=1C=C(CNC(=O)C=2NC3=C(C=C4C(=NNC4=C3)C3=CC=NC=C3)N2)C=CC1F